(2-aminoethoxymethyl)-2,5,9-trimethylfuro[3,2-g]chromen-7-one NCCOCC1=C(OC2=C1C=C1C(=CC(OC1=C2C)=O)C)C